OC=1C=2C=CC=C3C(NC(=CC1)C32)=O 9-Hydroxy-2-azatricyclo[6.3.1.04,12]dodeca-1(11),4,6,8(12),9-pentaen-3-one